ClC1=C(C=CC=C1Cl)C1=CC(=NC=C1)OC 4-(2,3-dichlorophenyl)-2-methoxypyridine